phenylbis(2,4,6-trimethyl-benzoyl)-phosphine oxide C1(=CC=CC=C1)P(C(C1=C(C=C(C=C1C)C)C)=O)(C(C1=C(C=C(C=C1C)C)C)=O)=O